methyl-3,5,5-trimethylcyclohexane CC1CC(CC(C1)(C)C)C